C(C)N(C1(CCN(CC1)C(=O)C1=CC=C(C=C1)C=1C=CC=2N(C1)C(=CN2)C2=CC=C(C#N)C=C2)C)CC 4-(6-(4-(4-(diethylamino)-4-methylpiperidine-1-carbonyl)phenyl)imidazo[1,2-a]pyridin-3-yl)benzonitrile